CC1=C2C=C(N(C2=CC=C1CN1CCC2(CN(C2)C2=NC=NC3=CC=C(C=C23)CC(F)(F)F)CC1)CCN1CC(NCC1)=O)C#N 4-methyl-1-[2-(3-oxopiperazin-1-yl)ethyl]-5-[[2-[6-(2,2,2-trifluoroethyl)quinazolin-4-yl]-2,7-diazaspiro[3.5]nonan-7-yl]methyl]indole-2-carbonitrile